4-(4-{[2-(3-methoxyphenyl)-1,3-thiazol-4-yl]methyl}piperazin-1-yl)-N,N,6-trimethylpyrimidin-2-amine COC=1C=C(C=CC1)C=1SC=C(N1)CN1CCN(CC1)C1=NC(=NC(=C1)C)N(C)C